CN(C=1SC2=C(N=NC(=C2)C2=C(C=C(C=C2)C=2C=NNC2)O)N1)C1CCNCC1 2-{6-[methyl-(piperidin-4-yl)amino][1,3]thiazolo[4,5-c]pyridazin-3-yl}-5-(1H-pyrazol-4-yl)phenol